methyl 3-[[5-[3-[3-[tert-butyl (dimethyl) silyl] oxypropyl] benzothien-2-yl]-2,4-difluoro-phenyl] sulfamoyl]-5-chloro-4-methoxybenzoate [Si](C)(C)(C(C)(C)C)OCCCC1=C(SC2=C1C=CC=C2)C=2C(=CC(=C(C2)NS(=O)(=O)C=2C=C(C(=O)OC)C=C(C2OC)Cl)F)F